CC=1C(=NC=C(C(=O)NC2=CC(=CC=C2)[C@H](C)NC2=CN=C3C(=N2)N(N=C3)C)C1)SC (S)-5-methyl-N-(3-(1-((1-methyl-1H-pyrazolo[3,4-b]pyrazin-6-yl)amino)ethyl)phenyl)-6-(methylthio)nicotinamide